8-fluoro-2-methylquinazolin FC=1C=CC=C2C=NC(=NC12)C